NC=1C2=C(N=CN1)N(C=C2C2=CC=C(C=C2)OC2=CC=CC=C2)[C@@H]2CC[C@H](CC2)N2C[C@H]([C@H](C2)O)O (3R,4S)-1-((trans)-4-(4-amino-5-(4-phenoxyphenyl)-7H-pyrrolo[2,3-d]pyrimidin-7-yl)cyclohexyl)pyrrolidine-3,4-diol